CC=1C=C(C=2NC3=C(C=C(C=C3C2C1)C)C=O)C=O 3,6-dimethyl-1,8-diformylcarbazole